CNC(O[C@H]1C[C@H](CC1)C=1NN=C(C1)NC(=O)C=1N(N=C(C1)C1=C(C(=CC=C1)O)C=O)C)=O (1R,3S)-3-{5-[5-(2-formyl-3-hydroxyphenyl)-2-methyl pyrazole-3-amido]-2H-pyrazol-3-yl}cyclopentyl N-methylcarbamate